2-(3-Fluorophenyl)-N-[(1S,2R)-2-hydroxycyclopentyl]-3-oxo-6-[6-(trifluoromethyl)pyridin-3-yl]-2,3-dihydropyridazin-4-carboxamid FC=1C=C(C=CC1)N1N=C(C=C(C1=O)C(=O)N[C@@H]1[C@@H](CCC1)O)C=1C=NC(=CC1)C(F)(F)F